N-(2-bromo-4-methylphenyl)-1H-benzo[d]imidazol-2-amine BrC1=C(C=CC(=C1)C)NC1=NC2=C(N1)C=CC=C2